C(C)(C)(C)OC(=O)N1CCC(=CC1)C=1N(N=C2C=C(C=CC12)C1=C(C=CC=C1)O)CCCN(C)C 4-(2-(3-(dimethylamino)propyl)-6-(2-hydroxyphenyl)-2H-indazol-3-yl)-3,6-dihydropyridine-1(2H)-carboxylic acid tert-butyl ester